4-(1-methyl-1H-1,2,4-triazol-3-yl)aniline CN1N=C(N=C1)C1=CC=C(N)C=C1